1-(1-(7,8-Difluoro-1-oxo-1,2-dihydroisoquinolin-4-yl)ethyl)-3-(3-(difluoromethyl)-4-fluorophenyl)-1-methylurea FC1=CC=C2C(=CNC(C2=C1F)=O)C(C)N(C(=O)NC1=CC(=C(C=C1)F)C(F)F)C